(1R)-1-(6-methylpyridazin-3-yl)ethan-1-amine hydrochloride Cl.CC1=CC=C(N=N1)[C@@H](C)N